C(C)(=O)N1CCC(CC1)N1N=CC(=C1F)C=1C=C(C=2N(C1)N=CC2C#N)SC2=C(C=CC=C2)C#N 6-(1-(1-acetylpiperidin-4-yl)-5-fluoro-1H-pyrazol-4-yl)-4-((2-cyanophenyl)thio)pyrazolo[1,5-a]pyridine-3-carbonitrile